3-Methoxy-6'-(((1S,3S)-3-((6-methyl-1,2,4-triazin-3-yl)amino)cyclopentyl)amino)-2H-[1,3'-bipyridin]-2-one COC=1C(N(C=CC1)C=1C=NC(=CC1)N[C@@H]1C[C@H](CC1)NC=1N=NC(=CN1)C)=O